C(C)(C)(C)C=1C=CC=2OC=3C=C(C=C4OC=5C=CC(=CC5B(C34)C2C1)C(C)(C)C)N1C=2C=CC=CC2C=2C1=C1C(=C3C=4C=CC=CC4N(C23)CCCCCC)N(C=2C=CC=CC21)CCCCCC 5-(2,12-di-tert-butyl-5,9-dioxa-13b-boranaphtho[3,2,1-de]anthracen-7-yl)-10,15-dihexyl-10,15-dihydro-5H-diindolo[3,2-a:3',2'-c]carbazole